FC1(CCN(CC1)CCC(=O)N)F 3-(4,4-difluoropiperidin-1-yl)propanamide